Tert-butyl azepin-3-carboxylate N1C=C(C=CC=C1)C(=O)OC(C)(C)C